1,4-dimethyl-3-[3-[(2-methylpropan-2-yl)oxycarbonylamino]propoxy]-5,7-dihydrocyclopenta[c]pyridine-6,6-dicarboxylic acid dimethyl ester COC(=O)C1(CC2=C(C(=NC(=C2C)OCCCNC(=O)OC(C)(C)C)C)C1)C(=O)OC